C(C)(C)(C)C1=CC(=C(C=C1)C=1N(C(C(N1)C1=CC=C(C=C1)Cl)C1=CC=C(C=C1)Cl)C(=O)N1CCN(CC1)C(CCCC#CC1=C2CN(C(C2=CC=C1)=O)C1C(NC(CC1)=O)=O)=O)OCC 3-(4-(6-(4-(2-(4-(tert-butyl)-2-ethoxyphenyl)-4,5-bis(4-chlorophenyl)-4,5-dihydro-1H-imidazole-1-carbonyl)piperazin-1-yl)-6-oxohex-1-yn-1-yl)-1-oxoisoindolin-2-yl)piperidine-2,6-dione